5-(4-hydroxypiperazin-1-yl)-2-methyl-2,3-dihydro-1,4-benzodioxine ON1CCN(CC1)C1=CC=CC=2OC(COC21)C